FC(CN1N=CC(=C1)C1=C(N=C2N(C1=O)CCC2)C(F)(F)F)(C(F)(F)F)F 3-(1-(2,2,3,3,3-pentafluoropropyl)-1H-pyrazol-4-yl)-2-(trifluoromethyl)-4H,6H,7H,8H-pyrrolo[1,2-a]pyrimidin-4-one